(S,E)-N7-(1-(2-(Bicyclo[1.1.1]pentan-1-ylamino)-2-oxoethyl)-2-oxo-1,2-dihydropyridin-3-yl)-6-(1H-indol-3-carboxamido)-N1-isopropylhept-2-endiamid C12(CC(C1)C2)NC(CN2C(C(=CC=C2)NC([C@H](CC/C=C/C(=O)NC(C)C)NC(=O)C2=CNC1=CC=CC=C21)=O)=O)=O